O=C1NC(CCC1N1C(C2=CC=CC(=C2C1=O)NCCCC(=O)NCC1=CC=C(S1)C=1C=C(C=CC1)[C@@H](C)NC(C1=C(C=CC(=C1)NC1CCNCC1)C)=O)=O)=O N-((1R)-1-(3-(5-((4-((2-(2,6-Dioxopiperidin-3-yl)-1,3-dioxoisoindolin-4-yl)amino)butanamido)methyl)thiophen-2-yl)phenyl)ethyl)-2-methyl-5-(piperidin-4-ylamino)benzamide